FC(CCC(C)=O)=C(F)F 5,6,6-trifluoro-5-hexen-2-one